5-phenylvaleramide C1(=CC=CC=C1)CCCCC(=O)N